CC=1OC(=C(N1)C)C1=CC(=C(C=C1)NC=1N=CC2=C(N1)C(=NC(=C2)C)N2CC1(CCO1)C2)OC N-(4-(2,4-dimethyloxazol-5-yl)-2-methoxyphenyl)-6-methyl-8-(1-oxa-6-azaspiro[3.3]heptan-6-yl)pyrido[3,4-d]pyrimidin-2-amine